C(C)OC(=O)N1N=C(C2=C1CN(C2)C(C2=CC=C(C=C2)N(C)C)=O)NC(=O)C2=CC=C(C=C2)N(C)C 3-(4-(dimethylamino)benzeneCarboxamido)-5-(4-(dimethylamino)benzoyl)-5,6-dihydropyrrolo[3,4-c]Pyrazole-1(4H)-carboxylic acid ethyl ester